2-(5-chloro-4-fluoro-6-oxo-pyridazin-1-yl)-N-[4-methyl-3-[2-(2-pyridyl)ethylsulfamoyl]phenyl]acetamide ClC1=C(C=NN(C1=O)CC(=O)NC1=CC(=C(C=C1)C)S(NCCC1=NC=CC=C1)(=O)=O)F